3-chloro-4-(2-naphthylallyl)phenol ClC=1C=C(C=CC1CC=CC1=CC2=CC=CC=C2C=C1)O